4,4-dimethyl-3-oxo-piperidine-1-carboxylic acid tert-butyl ester C(C)(C)(C)OC(=O)N1CC(C(CC1)(C)C)=O